5-(8-fluoroimidazo[1,2-a]pyridin-6-yl)-N-((1-methylpiperidin-4-yl)methyl)-7H-pyrrolo[2,3-d]pyrimidin-2-amine FC=1C=2N(C=C(C1)C1=CNC=3N=C(N=CC31)NCC3CCN(CC3)C)C=CN2